C(C1=CC=CC=C1)ONC(=O)C=1C=C(C=NC1)NC(OC(C)(C)C)=O tert-Butyl N-[5-(benzyloxycarbamoyl)-3-pyridyl]carbamate